((5-(4-hydroxypiperidin-1-yl)pyridin-2-yl)amino)-3-methyl-4-(1-methyl-1H-pyrrolo[2,3-b]pyridin-4-yl)isoindolin-1-one OC1CCN(CC1)C=1C=CC(=NC1)NN1C(C2=CC=CC(=C2C1C)C1=C2C(=NC=C1)N(C=C2)C)=O